CN1N=C2[C@@H](N(CCC2=C1C1=CC(=NN1C)C(F)(F)F)C(=O)C1=C2C(=NC=C1)N=CS2)C (S)-(2,7-Dimethyl-3-(1-methyl-3-(trifluoromethyl)-1H-pyrazol-5-yl)-2,4,5,7-tetrahydro-6H-pyrazolo[3,4-c]pyridin-6-yl)(thiazolo[4,5-b]pyridin-7-yl)methanone